6-(2-chloro-3,5-dimethoxyphenyl)-5-(2,6-difluorophenyl)-2-methyl-3(2H)-pyridazinone ClC1=C(C=C(C=C1OC)OC)C=1C(=CC(N(N1)C)=O)C1=C(C=CC=C1F)F